6-bromo-3-cyanopyrazolo[1,5-a]pyridin-4-yl trifluoromethylsulfonate FC(F)(F)S(=O)(=O)OC=1C=2N(C=C(C1)Br)N=CC2C#N